(5-Bromopyridin-2-yl)-3-azabicyclo[3.1.0]hexane-3-carboxylic acid tert-butyl ester C(C)(C)(C)OC(=O)N1CC2(CC2C1)C1=NC=C(C=C1)Br